C1(CC1)C1N(CC1)C(=O)C1=CN(C2=C1C(N(C=C2C)C)=O)C 3-((2-cyclopropylazetidin-1-yl)carbonyl)-1,5,7-trimethyl-1,5-dihydro-4H-pyrrolo[3,2-c]pyridin-4-one